ClC1=C(NC=2C(=NC=CC2)C#N)C=CC=C1[C@]1(NC(N(C(C1)=O)C1CCOCC1)=N)C 3-{2-Chloro-3-[(4S)-2-imino-4-methyl-6-oxo-1-(tetrahydro-pyran-4-yl)hexahydropyrimidin-4-yl]anilino}pyridine-2-carbonitrile